3-(7-fluoro-5-(hydroxymethyl)-1-Oxoisoindolin-2-yl)piperidine-2,6-dione FC=1C=C(C=C2CN(C(C12)=O)C1C(NC(CC1)=O)=O)CO